FC1=C(C=CC(=C1C=1N=CC=2N(C1)C=NC2C=2NC=CN2)F)NS(=O)(=O)C=2C(=NC=C(C2)F)OC N-[2,4-difluoro-3-[1-(1H-imidazol-2-yl)imidazo[1,5-a]pyrazin-6-yl]phenyl]-5-fluoro-2-methoxypyridine-3-sulfonamide